3-((2-acetamidoacetamido)methyl)-2,4-dioxotetrahydropyrimidine C(C)(=O)NCC(=O)NCN1C(NCCC1=O)=O